tert-butyl (2-(3,4-bis(benzyloxy)-2-chlorobenzamido)ethyl)carbamate C(C1=CC=CC=C1)OC=1C(=C(C(=O)NCCNC(OC(C)(C)C)=O)C=CC1OCC1=CC=CC=C1)Cl